4-({4-[(4R)-4-ethyl-2,5-dioxo-1-imidazolidinyl]phenyl}oxy)-2-(methyloxy)benzonitrile C(C)[C@H]1NC(N(C1=O)C1=CC=C(C=C1)OC1=CC(=C(C#N)C=C1)OC)=O